CC=1C=CC(=C(C1)N1/C(/SCC1=O)=N/C(=O)NC1=CC=C(C=C1)C1=NN(C=N1)C1=CC(=CC=C1)C(F)(F)F)OCCC(F)(F)F (Z)-1-(3-(5-methyl-2-(3,3,3-trifluoropropoxy)phenyl)-4-oxothiazolidin-2-ylidene)-3-(4-(1-(3-(trifluoromethyl)phenyl)-1H-1,2,4-triazol-3-yl)phenyl)urea